oxetan-3-yl 4-methylbenzene-1-sulfonate CC1=CC=C(C=C1)S(=O)(=O)OC1COC1